2-(pyridin-3-ylmethoxy)-7-(4-(pyrrolidin-1-ylmethyl)benzyl)imidazo[2,1-f][1,2,4]triazin-4-amine N1=CC(=CC=C1)COC1=NN2C(C(=N1)N)=NC=C2CC2=CC=C(C=C2)CN2CCCC2